4-chloro-6-(4-(4-methoxyphenoxy)piperidin-1-yl)-5-methyl-2-(methylsulfonyl)pyrimidine ClC1=NC(=NC(=C1C)N1CCC(CC1)OC1=CC=C(C=C1)OC)S(=O)(=O)C